Oxoisoindoline-1,3-dione O=C1C2C(NC(C2=CC=C1)=O)=O